FC(OC=1C=NC(=NC1)N[C@@H]1C[C@H](CC1)NC1=CC=C(C(N1C=1C=NC=CC1)=O)C#N)F 6-(((1s,3s)-3-((5-(difluoromethoxy)pyrimidin-2-yl)-amino)cyclopentyl)amino)-2-oxo-2H-[1,3'-bipyridine]-3-carbonitrile